Benzyl (8aS)-4-(methanesulfonamidomethyl)-3,4,6,7,8,8a-hexahydro-1H-pyrrolo[1,2-a]pyrazine-2-carboxylate CS(=O)(=O)NCC1CN(C[C@H]2N1CCC2)C(=O)OCC2=CC=CC=C2